(R)-2-(5-(((1-(2-chloro-5-fluoropyridin-3-yl)ethoxy)carbonyl)amino)-1-methyl-1H-pyrazol-4-yl)pyrimidin-5-yl methanesulfonate CS(=O)(=O)OC=1C=NC(=NC1)C=1C=NN(C1NC(=O)O[C@H](C)C=1C(=NC=C(C1)F)Cl)C